Disodium Oleyl Sulfosuccinate S(=O)(=O)(O)C(C(=O)OCCCCCCCC\C=C/CCCCCCCC)CC(=O)[O-].[Na+].[Na+].C(CCCCCCC\C=C/CCCCCCCC)OC(C(CC(=O)[O-])S(=O)(=O)O)=O